NCC1=CC=C(C=C1)C=1C(=CC=CC1)C#N 4'-(aminomethyl)-[1,1'-biphenyl]-2-nitrile